[Mn+4].ClC1=CC(=C(C=C1)CC(=O)C1=CNC2=CC=C(C=C12)OC(F)(F)F)OC 2-(4-chloro-2-methoxyphenyl)-1-(5-(trifluoromethoxy)-1H-indol-3-yl)ethanone manganese(IV)